tert-butyl N-[5-[4-[6-(dimethylamino)-1,3-benzothiazol-2-yl]phenyl]pyridin-2-yl]-N-[2-[2-[2-[2-(2-hydroxyethyloxy)ethoxy]ethoxy]ethoxy]ethyl]carbamate CN(C1=CC2=C(N=C(S2)C2=CC=C(C=C2)C=2C=CC(=NC2)N(C(OC(C)(C)C)=O)CCOCCOCCOCCOCCO)C=C1)C